BrC1=C(C=C(OC2=NC=CC=C2C)C=C1)F 2-(4-bromo-3-fluorophenoxy)-3-methylpyridine